propyl para-hydroxybenzoate sodium salt [Na].OC1=CC=C(C(=O)OCCC)C=C1